3,6-dichloropyrido[2,3-b]pyrazine ClC1=CN=C2C(=N1)N=C(C=C2)Cl